1-ethyl-3-methyl-1H-pyrazole-5-carbothioamide C(C)N1N=C(C=C1C(N)=S)C